CC1=C(C=C(C=C1)C1=NOC(=N1)CC1=CC(=CC=C1)C=1SC=CC1)[N+](=O)[O-] (4-methyl-3-nitrophenyl)-5-(3-(thiophen-2-yl)benzyl)-1,2,4-oxadiazole